trans-N1-(5-(4-methoxyquinazolin-6-yl)pyrrolo[2,1-f][1,2,4]triazin-2-yl)cyclobutane-1,3-diamine COC1=NC=NC2=CC=C(C=C12)C=1C=CN2N=C(N=CC21)N[C@@H]2C[C@H](C2)N